3-phenoxybenzonitrile O(C1=CC=CC=C1)C=1C=C(C#N)C=CC1